N-[(1R)-1-(2,4-dichlorophenyl)ethyl]-2-methyl-5-{3-[(3R)-piperidin-3-yl]azetidin-1-yl}pyrazolo[4,3-d]pyrimidin-7-amine ClC1=C(C=CC(=C1)Cl)[C@@H](C)NC=1C=2C(N=C(N1)N1CC(C1)[C@@H]1CNCCC1)=CN(N2)C